N-((S)-1-(2-(2-Chloroacetyl)-2-(((S)-2-oxopiperidin-3-yl)methyl)hydrazineyl)-4-methyl-1-oxopentan-2-yl)-4-methoxy-1H-indole-2-carboxamide ClCC(=O)N(NC([C@H](CC(C)C)NC(=O)C=1NC2=CC=CC(=C2C1)OC)=O)C[C@H]1C(NCCC1)=O